(S)-ethyl 3-(5-fluoro-2',6'-dimethylbiphenyl-3-yl)-3-(3-(4-hydroxy-1,6-dimethyl-2-oxo-1,2-dihydropyridin-3-yl)ureido)propanoate FC=1C=C(C=C(C1)C1=C(C=CC=C1C)C)[C@H](CC(=O)OCC)NC(=O)NC=1C(N(C(=CC1O)C)C)=O